C(#N)C1=CC(=C(COC2=NC=CC(=N2)C2=CC(=C(CC3=NC4=C(N3C[C@H]3OCC3)C=C(C=C4)C(=O)OC)C=C2F)F)C=C1)F methyl (S)-2-(4-(2-((4-cyano-2-fluorobenzyl)oxy)pyrimidin-4-yl)-2,5-difluorobenzyl)-1-(oxetan-2-ylmethyl)-1H-benzo[d]imidazole-6-carboxylate